(S)-4-(3-aminoazepan-1-yl)-2-(2,4-difluorophenyl)phthalazin-1(2H)-one hydrochloride Cl.N[C@@H]1CN(CCCC1)C1=NN(C(C2=CC=CC=C12)=O)C1=C(C=C(C=C1)F)F